(2R,5S)-5-(aminomethyl)-2-[3-(2,6-dichlorophenyl)phenyl]-1,4-thiazepan-3-one NC[C@H]1NC([C@H](SCC1)C1=CC(=CC=C1)C1=C(C=CC=C1Cl)Cl)=O